5-benzyl-1-(4-vinylbenzyl)-1H-1,2,4-triazole C(C1=CC=CC=C1)C1=NC=NN1CC1=CC=C(C=C1)C=C